(S)-2-(3-(3-(fluoro(4-methyl-4H-1,2,4-triazol-3-yl)methyl)oxetan-3-yl)phenyl)-6-((3-(fluoromethyl)-3-methylazetidin-1-yl)methyl)-4-(trifluoromethyl)isoindolin-1-one F[C@@H](C1(COC1)C=1C=C(C=CC1)N1C(C2=CC(=CC(=C2C1)C(F)(F)F)CN1CC(C1)(C)CF)=O)C1=NN=CN1C